ClC1=CC=C(C=C1)N1CC(N(CC1)CC1=CC=C(CNC2=C3C(N(C(C3=CC=C2)=O)C2C(NC(CC2)=O)=O)=O)C=C1)(C)C 4-(4-((4-(4-chlorophenyl)-2,2-dimethylpiperazin-1-yl)methyl)benzylamino)-2-(2,6-dioxopiperidin-3-yl)isoindoline-1,3-dione